O=C(CC(=O)OCC(COC(C(=C)C)=O)(C)C)C 3-(methacryloxy)-2,2-dimethylpropyl 3-oxobutyrate